C(C)(C)(C)OC(=O)N[C@@H](CC1=C(C(=CC=C1)Cl)F)C(=O)O N-(tert-Butoxycarbonyl)-3-chloro-2-fluorophenylalanine